C(C)[Si](OC1C2CNCC(C1)N2C(=O)OC(C)(C)C)(CC)CC tert-butyl 6-triethylsilyloxy-3,8-diazabicyclo[3.2.1]octane-8-carboxylate